3-amino-N-((6-(4-(dimethylamino)piperidin-1-yl)pyridin-2-yl)methyl)-6-(3-methylimidazo[1,2-a]pyridin-6-yl)-5-(oxazol-2-yl)pyrazine-2-carboxamide NC=1C(=NC(=C(N1)C=1OC=CN1)C=1C=CC=2N(C1)C(=CN2)C)C(=O)NCC2=NC(=CC=C2)N2CCC(CC2)N(C)C